ClC1=C(C=C(S1)S(=O)(=O)NC(C(F)(F)F)C1=CC=C(C=C1)F)C 5-chloro-4-methyl-N-(2,2,2-trifluoro-1-(4-fluorophenyl)ethyl)thiophene-2-sulfonamide